C12OCC(N(C1)C(C)C1=CC=C3C(=NC(=NN31)N3C(=CC=1C(=CC=CC31)C(=O)N)C)NCC3=CC=CC=C3)C2 1-(7-(1-(2-oxa-5-azabicyclo[2.2.1]heptan-5-yl)ethyl)-4-(benzylamino)pyrrolo[2,1-f][1,2,4]triazin-2-yl)-2-methyl-1H-indole-4-carboxamide